FC(C=1C(=C(C=CC1)[C@@H](C)NC=1C2=C(N=C(N1)C)N1C(C(=C2)C(=O)N(C)C)=NN=C1)F)F (R)-4-((1-(3-(difluoromethyl)-2-fluorophenyl)ethyl)amino)-N,N,2-trimethyl-[1,2,4]triazolo[4',3':1,6]pyrido[2,3-d]pyrimidine-6-carboxamide